C(#N)C1=CC=C(C=C1)C=1SC(=CN1)CNC(=O)C1=CC2=C(S(C3=C(C(N2)=O)C=CC=C3)(=O)=O)C=C1 N-((2-(4-cyanophenyl)thiazol-5-yl)methyl)-11-oxo-10,11-dihydrodibenzo[b,f][1,4]thiazepine-8-carboxamide 5,5-dioxide